BrCCCCCCCCC(OCCCC)OCCCC 9-bromo-1,1-dibutoxynonane